FC1=C(C=CC(=C1)F)S1C[C@H](CN2C(N=C(C3=CC(=CC1=C23)C(F)(F)F)N2[C@H](CN(CC2)C(=O)OC(C)(C)C)C)=O)O tert-Butyl (3s)-4-((3s)-l-1-(2,4-difluorophenyl)-3-hydroxy-6-oxo-10-(trifluoromethyl)-3,4-dihydro-2H,6H-[1,4]thiazepino[2,3,4-ij]quinazolin-8-yl)-3-methylpiperazine-1-carboxylate